(E)-2-methoxy-4-[(8-methylnon-6-enamido)methyl]phenyl glycyl-L-prolinate NCC(=O)N1[C@@H](CCC1)C(=O)OC1=C(C=C(C=C1)CNC(CCCC\C=C\C(C)C)=O)OC